3-(3-hydroxyazetidin-3-yl)-1,4-bis(phenylmethyl)piperazine-2,5-dione OC1(CNC1)C1C(N(CC(N1CC1=CC=CC=C1)=O)CC1=CC=CC=C1)=O